2'-chloro-N-(5-(2-ethyl-6-(trifluoromethyl)nicotinoyl)-5,6-dihydro-4H-pyrrolo[3,4-d]thiazol-2-yl)-5'-methoxy-6-methyl-[4,4'-bipyridine]-3-carboxamide ClC1=NC=C(C(=C1)C1=C(C=NC(=C1)C)C(=O)NC=1SC2=C(N1)CN(C2)C(C2=C(N=C(C=C2)C(F)(F)F)CC)=O)OC